C(C)(C)OC(C)N1C(CCC1)=O 1-(1-isopropoxyethyl)pyrrolidin-2-one